2-(2-fluoroethyl)-7-(4-amino-1H-pyrazol-1-yl)-2-azaspiro[3.5]nonane FCCN1CC2(C1)CCC(CC2)N2N=CC(=C2)N